C(#N)[C@H](C[C@H]1C(NCC1)=O)NC([C@H](CC(C)C)N1C(C2=CC(=CC=C2C=C1)C(F)F)=O)=O (S)-N-((S)-1-cyano-2-((S)-2-oxopyrrolidin-3-yl)ethyl)-2-(7-(difluoromethyl)-1-oxoisoquinolin-2(1H)-yl)-4-methylpentanamide